4-[(3R)-3-(2-chloro-4-methylsulfonyl-phenyl)-1,4-oxazepan-4-yl]-6-methyl-pyrimidin-2-amine ClC1=C(C=CC(=C1)S(=O)(=O)C)[C@@H]1COCCCN1C1=NC(=NC(=C1)C)N